N-(4-(4-amino-7-methyl-5-(4-(pyrrolidine-1-carbonyl)phenyl)-7H-pyrrolo[2,3-d]pyrimidin-6-yl)-3-(difluoromethyl)phenyl)methacrylamide NC=1C2=C(N=CN1)N(C(=C2C2=CC=C(C=C2)C(=O)N2CCCC2)C2=C(C=C(C=C2)NC(C(=C)C)=O)C(F)F)C